C(CC)[Si]1(O[Si](O[Si](O[Si](O[Si](O[Si](O[Si](O1)(CCC)CCC)(CCC)CCC)(CCC)CCC)(CCC)CCC)(CCC)CCC)(CCC)CCC)CCC tetradecapropylcycloheptasiloxane